6-(4-{3-[(3S,4S)-3-Fluoro-2,2,6,6-tetramethylpiperidin-4-yl]-3H-[1,2,3]triazolo[4,5-c]pyridazin-6-yl}-3-hydroxyphenyl)-3-methylpyrimidin-4(3H)-on F[C@@H]1C(NC(C[C@@H]1N1N=NC2=C1N=NC(=C2)C2=C(C=C(C=C2)C2=CC(N(C=N2)C)=O)O)(C)C)(C)C